6-chloro-3-((1-(2-((1R,5S,6s)-6-((ethylcarbamoyl)oxy)-3-azabicyclo[3.1.0]hexan-3-yl)-3,6-dimethyl-4-oxo-3,4-dihydroquinazolin-8-yl)ethyl)amino)picolinic acid ClC1=CC=C(C(=N1)C(=O)O)NC(C)C=1C=C(C=C2C(N(C(=NC12)N1C[C@@H]2C([C@@H]2C1)OC(NCC)=O)C)=O)C